2,5-Dimethylnitrobenzene CC1=C(C=C(C=C1)C)[N+](=O)[O-]